C(C)C(C(=O)[O-])CCCC.C(C)C(C(=O)[O-])CCCC.[Zn+2] Zinc bis(2-ethylhexanoate)